4-((4-fluorophenyl)seleno)butanenitrile FC1=CC=C(C=C1)[Se]CCCC#N